N1CC(C1)C1=CC=C(C=C1)C1=CN=NN1CC(C)(C)C 5-[4-(azetidin-3-yl)phenyl]-1-(2,2-dimethylpropyl)triazole